C(C)NS(=O)(=O)NC1=NC=CC(=C1)CN1CCN(CC1)C1=C(C(=C(C(=O)NC)C=C1)F)F 4-(4-((2-((N-ethylsulfamoyl)amino)pyridin-4-yl)methyl)piperazin-1-yl)-2,3-difluoro-N-methylbenzamide